C(C=C)(=O)N1C[C@H](CCC1)C1=NC(=NO1)C=1C=CC(=NC1)NC(C1=NC(=CC=C1)C1=CN=CS1)=O (S)-N-(5-(5-(1-acryloylpiperidin-3-yl)-1,2,4-oxadiazol-3-yl)pyridin-2-yl)-6-(thiazol-5-yl)picolinamide